CC=1C=C(C=NC1N1CCNCC1)CC1=CN=C2C(=NC(=NN21)OCCC2=CC=CC=C2)N 7-((5-methyl-6-(piperazin-1-yl)pyridin-3-yl)methyl)-2-phenethoxyimidazo[2,1-f][1,2,4]triazin-4-amine